Ethyl (S)-3-amino-3-(3-bromo-5-methylphenyl)propanoate hydrochloride Cl.N[C@@H](CC(=O)OCC)C1=CC(=CC(=C1)C)Br